C1CC12CC(C2)C(=O)O[C@H]2[C@H](NC[C@@H]2O)CC2=CC=C(C=C2)OC (2R,3S,4S)-4-hydroxy-2-[(4-methoxyphenyl)methyl]pyrrolidin-3-yl spiro[2.3]hexane-5-carboxylate